C1(CC1)[C@H](C1=CC(=NN1C)S(=O)(=O)Cl)OC 5-[(R)-cyclopropyl-(methoxy)methyl]-1-methyl-1H-pyrazole-3-sulfonyl chloride